tert-butyl (2R)-2-(aminomethyl)-4,4-difluoropyrrolidine-1-carboxylate NC[C@@H]1N(CC(C1)(F)F)C(=O)OC(C)(C)C